(5-Chloro-1-methyl-3-(4-methylisoxazol-3-yl)-1H-pyrazol-4-yl)(9-(3,3-dimethylbutyl)-3,9-diazaspiro[5.5]undecan-3-yl)methanone ClC1=C(C(=NN1C)C1=NOC=C1C)C(=O)N1CCC2(CC1)CCN(CC2)CCC(C)(C)C